O[C@]1(CN2[C@H](CO1)CN(CC2)C(=O)C2=C(C(=CC=C2)C2=CN=CO2)Cl)C2=NC=C(C=C2)C(F)(F)F [(3S,9aS)-3-hydroxy-3-[5-(trifluoromethyl)-2-pyridyl]-1,4,6,7,9,9a-hexahydropyrazino[2,1-c][1,4]oxazin-8-yl]-(2-chloro-3-oxazol-5-yl-phenyl)methanone